2-(1-Cyanocyclopropyl)-3-fluoro-4,5-dimethoxy-6-methylbenzoic acid methyl ester COC(C1=C(C(=C(C(=C1C)OC)OC)F)C1(CC1)C#N)=O